ClC=1C=CC(=C(C1)O)C1=C(N=C(N=N1)N[C@H]1[C@@H](CCCC1)O)C 5-chloro-2-(3-(((1r,2r)-2-hydroxycyclohexyl)amino)-5-methyl-1,2,4-triazin-6-yl)phenol